Cl.OCCOC1=C(C=C(C(=C1)OCCO)N)N 4,6-bis(2-hydroxyethoxy)-m-phenylenediamine HCl